Cl.N1C[C@H](CC1)CC(=O)OC methyl (R)-pyrrolidine-3-acetate hydrochloride